4-(7-(3-Aminopiperidin-1-yl)-3-(4-(3-chloropyrrolidin-1-yl)-2-fluorophenyl)-3H-imidazo[4,5-b]pyridin-2-yl)-2-fluorobenzonitrile NC1CN(CCC1)C1=C2C(=NC=C1)N(C(=N2)C2=CC(=C(C#N)C=C2)F)C2=C(C=C(C=C2)N2CC(CC2)Cl)F